NC1=NC(=C(C=2N1N=C(N2)CC2=NC=CC=C2)C2=C(N=C(O2)C)CO[Si](C)(C)C(C)(C)C)C2=C(C#N)C=CC=C2 (5-amino-8-(4-((tert-butyldimethylsilyloxy)methyl)-2-methyl-oxazol-5-yl)-2-(pyridin-2-ylmethyl)-[1,2,4]triazolo[1,5-c]pyrimidin-7-yl)benzonitrile